1-(2-((2S,4R)-2-((6-bromopyridin-2-yl)carbamoyl)-4-fluoropyrrolidin-1-yl)-2-oxoethyl)-5-(furan-2-yl)-1H-pyrazole-3-carboxamide BrC1=CC=CC(=N1)NC(=O)[C@H]1N(C[C@@H](C1)F)C(CN1N=C(C=C1C=1OC=CC1)C(=O)N)=O